COC=1C=C(NCC2=NC(=CC=C2)CNC2=CC(=CC=C2)OC)C=CC1 2,6-Bis(3-methoxyanilinomethyl)pyridine